5-(1-chloroethyl)-3-isopropyl-1,2,4-oxadiazole ClC(C)C1=NC(=NO1)C(C)C